3-((4-(3-((4-(4-((5-chloro-4-((2-(dimethylphosphoryl)phenyl)amino)pyrimidin-2-yl)amino)-3-methoxyphenyl)piperazin-1-yl)methyl)azetidin-1-yl)phenyl)amino)piperidine-2,6-dione ClC=1C(=NC(=NC1)NC1=C(C=C(C=C1)N1CCN(CC1)CC1CN(C1)C1=CC=C(C=C1)NC1C(NC(CC1)=O)=O)OC)NC1=C(C=CC=C1)P(=O)(C)C